C1(CCCCC1)COC1N(C2=CC=CC=C2C1(C)OCC1CCCCC1)C(CC1=CC=CC=C1)=O 1-(2,3-dicyclohexylmethoxy-3-methylindol-1-yl)-2-phenylethan-1-one